γ-MethAcryloxy-propyl-trimethoxysilan C(C(=C)C)(=O)OCCC[Si](OC)(OC)OC